O(C)C1=CC=C(C=C1)O p-methoxylphenol